N-[4-[1-[1-(4-chlorophenyl)cyclopropanecarbonyl]azetidin-3-yl]oxy-6-(2,6-dimethylphenyl)pyrimidin-2-yl]-1-methyl-pyrazole-4-sulfonamide ClC1=CC=C(C=C1)C1(CC1)C(=O)N1CC(C1)OC1=NC(=NC(=C1)C1=C(C=CC=C1C)C)NS(=O)(=O)C=1C=NN(C1)C